2-BENZYL-2H-INDAZOL-6-YLBORONIC ACID C(C1=CC=CC=C1)N1N=C2C=C(C=CC2=C1)B(O)O